tert-butyl 6-(1-((3-amino-5-chloropyridin-2-yl)amino)-1-oxopropan-2-yl)-3,4-dihydroquinoline-1(2H)-carboxylate NC=1C(=NC=C(C1)Cl)NC(C(C)C=1C=C2CCCN(C2=CC1)C(=O)OC(C)(C)C)=O